(R)-3-(3-Hydroxypropyl)-9-(methylsulfonyl)-4-oxo-2,3,4,9-tetrahydro-1H-carbazole-3-carbonitrile OCCC[C@]1(CCC=2N(C3=CC=CC=C3C2C1=O)S(=O)(=O)C)C#N